8-(1-(2,2-difluoroethyl)-1H-pyrazolo[3,4-b]pyrazin-6-yl)-2-(6-methoxy-5-(trifluoromethyl)pyridin-2-yl)-2,8-diazaspiro[4.5]decan-1-one FC(CN1N=CC=2C1=NC(=CN2)N2CCC1(CCN(C1=O)C1=NC(=C(C=C1)C(F)(F)F)OC)CC2)F